N1=NC12CC(CC2)C(=O)O 1,2-diazaspiro[2.4]hept-1-ene-5-carboxylic acid